2',5'-difluoro-[1,1'-biphenyl]-4-carboxylic acid FC1=C(C=C(C=C1)F)C1=CC=C(C=C1)C(=O)O